p-nitrobenzyloxyamine [N+](=O)([O-])C1=CC=C(CON)C=C1